ClC=1C(=C(C=C2N=CC(=NC12)C=1C=NN(C1)CC1CCNCC1)C)OC=1C=CC2=C(NC(=N2)C)C1 8-Chloro-6-methyl-7-((2-methyl-1H-benzo[d]imidazol-6-yl)oxy)-2-(1-(piperidin-4-ylmethyl)-1H-pyrazol-4-yl)quinoxaline